CSC=1NC=C(C(N1)=O)CC(=O)OCC ethyl [2-(methylthio)-4-oxo-1,4-dihydropyrimidin-5-yl]acetate